p-toluenesulfonyl-(2,4-difluorophenyl) isonitrile C(C1=CC=CC=C1)S(=O)(=O)C1(CC(=C(C=C1)[N+]#[C-])F)F